CN1CC(C1)C=1SC2=C(N1)C=C(C=C2)B2OC(C(O2)(C)C)(C)C 2-(1-methylazetidin-3-yl)-5-(4,4,5,5-tetramethyl-1,3,2-dioxaborolan-2-yl)benzo[d]thiazole